({6-[(1,3-benzothiazol-2-yl)amino]-4,5-Dimethylpyridazin-3-yl}amino)-5-(3-methoxypropyl)-1,3-thiazole-4-carboxylic acid ethyl ester C(C)OC(=O)C=1N=C(SC1CCCOC)NC=1N=NC(=C(C1C)C)NC=1SC2=C(N1)C=CC=C2